cis-2-[[1-ethyl-4-[[4-(trifluoromethyl)phenyl]methyl]indazole-3-carbonyl]amino]spiro[3.3]heptane-6-carboxylic acid C(C)N1N=C(C2=C(C=CC=C12)CC1=CC=C(C=C1)C(F)(F)F)C(=O)NC1CC2(C1)CC(C2)C(=O)O